F[C@@H]1C[C@H](N(C1)C(CC=1OC(=NN1)C)=O)C(=O)N[C@@H](C1=CC=CC=C1)C1=CC(=C(C=C1)C(C)C)F (2S,4R)-4-fluoro-N-[(S)-[3-fluoro-4-(propan-2-yl)phenyl](phenyl)methyl]-1-[2-(5-methyl-1,3,4-oxadiazol-2-yl)acetyl]pyrrolidine-2-carboxamide